C(CC)C1=C(C(=CC(=C1)CCCC)CCC)O 2,6-dipropyl-4-butylphenol